4-((2-chlorothiazol-4-yl)methyl)piperidine-1,4-bisCarboxylic acid 1-tert-butyl 4-ethyl ester C(C)OC(=O)C1(CCN(CC1)C(=O)OC(C)(C)C)CC=1N=C(SC1)Cl